ClC1=C(C(=CC=C1)Cl)N1CC(C1)C1=CC(=C(CN2CC(CC2)C(=O)O)C(=C1)C)C 1-(4-(1-(2,6-dichlorophenyl)azetidin-3-yl)-2,6-dimethylbenzyl)pyrrolidine-3-carboxylic acid